3-[6-(4-amino-1-piperidyl)-3-pyridyl]piperidine-2,6-dione NC1CCN(CC1)C1=CC=C(C=N1)C1C(NC(CC1)=O)=O